(S)-3-(8-(2-cyclopropyloxy-4,5-difluorophenyl)chroman-5-yl)-2-(2,6-dichlorobenzamido)propanoic acid C1(CC1)OC1=C(C=C(C(=C1)F)F)C=1C=CC(=C2CCCOC12)C[C@@H](C(=O)O)NC(C1=C(C=CC=C1Cl)Cl)=O